((1-(pyrrolidin-1-yl)methylcyclopropan-1-yl)methoxy)pyridine N1(CCCC1)CC1(CC1)COC1=NC=CC=C1